OCCC1C2C=CC(C1CCO)C2 5,6-di(2'-hydroxyethyl)bicyclo[2.2.1]-2-heptene